6-bromo-7,8-difluoroisoquinolin-1(2H)-one BrC=1C=C2C=CNC(C2=C(C1F)F)=O